C(C1=CC=CC=C1)C(C(=O)O)(C(=O)O)C.C(CCC)[Sn]([Sn](CCCC)(CCCC)CCCC)(CCCC)CCCC 1,1,1,2,2,2-hexabutyl-distannane benzyl(methyl)propanedioate